C12(CC3CC(CC(C1)C3)C2)NCCCCCCCCC2=C3C(N(C(=NC3=CC=C2)C)C2C(NC(CC2)=O)=O)=O 3-(5-(8-(((1s,3s)-adamantan-1-yl)amino)octyl)-2-methyl-4-oxoquinazolin-3(4H)-yl)piperidine-2,6-dione